methyl 2-(4-methoxy-3-methylphenyl)acetate COC1=C(C=C(C=C1)CC(=O)OC)C